N-(1-(3-Methyl-1,2,4-oxadiazol-5-yl)ethyl)-6-(5-methylthiazol-2-yl)pyrido[2,3-d]-pyrimidin-4-amine CC1=NOC(=N1)C(C)NC=1C2=C(N=CN1)N=CC(=C2)C=2SC(=CN2)C